FC=1C=C(C=CC1OC)C1=CC=C(C=C1)C(CC(=O)O)C#CC 3-(3'-fluoro-4'-methoxy-[1,1'-biphenyl]-4-yl)hex-4-ynoic acid